C(CCCCCCCCCCCCCCC)OC1=C(C=CC=C1)S(=O)(=O)O hexadecyloxybenzenesulfonic acid